t-butyl 6-cyano-5-(2-(difluoromethoxy)-6-fluorophenyl)-3-(2-(2-hydroxy-2-methylpropyl)-5-methyl-1,2,3,4-tetrahydroisoquinolin-7-yl)-1H-indazole-1-carboxylate C(#N)C1=C(C=C2C(=NN(C2=C1)C(=O)OC(C)(C)C)C1=CC(=C2CCN(CC2=C1)CC(C)(C)O)C)C1=C(C=CC=C1F)OC(F)F